tert-butyl 4-(1-(5-chloropyridin-2-yl)ethyl)-4-hydroxypiperidine-1-carboxylate ClC=1C=CC(=NC1)C(C)C1(CCN(CC1)C(=O)OC(C)(C)C)O